butyl-1-[8-(6-ethylpyridazin-4-yl)-6H-isochromeno[3,4-b]pyridin-3-yl]pyrrolidin-3-amine C(CCC)C1N(CCC1N)C1=CC=C2C(=N1)OCC=1C=C(C=CC12)C1=CN=NC(=C1)CC